Methyl (Z)-1-(4-amino-2-fluorobut-2-en-1-yl)-4-(3-(N-methylsulfamoyl)phenyl)-1H-benzo[d]imidazol-6-carboxylate Hydrochloride Cl.NC\C=C(\CN1C=NC2=C1C=C(C=C2C2=CC(=CC=C2)S(NC)(=O)=O)C(=O)OC)/F